BrC1=C(C(=CC=C1)F)N1CCC(CC1)N1C(N(C=2C([C@H]1C)=CN(N2)C)CC2=C(C=CC=C2)C2CC2)=O (R)-5-[1-(2-Bromo-6-fluoro-phenyl)-piperidin-4-yl]-7-(2-cyclopropyl-benzyl)-2,4-dimethyl-2,4,5,7-tetrahydro-pyrazolo[3,4-d]pyrimidin-6-on